FC(=C1CN(CC1)C1=NC(=CC(=N1)NC(C1=C(C=C(C=C1)NS(=O)(=O)CCO)N1CCC2(CC2)CC1)=O)C)F N-(2-(3-(difluoromethylene)pyrrolidin-1-yl)-6-methylpyrimidin-4-yl)-4-((2-hydroxyethyl)sulphonamido)-2-(6-azaspiro[2.5]oct-6-yl)benzamide